2-(3,4-dimethoxyphenyl)-3-ethyl-N-(4-(piperazin-1-yl)benzyl)-1H-indole-5-carboxamide COC=1C=C(C=CC1OC)C=1NC2=CC=C(C=C2C1CC)C(=O)NCC1=CC=C(C=C1)N1CCNCC1